(2S)-2-[(2S)-2-[(2S)-3-(4-hydroxyphenyl)-2-{[(2S)-pyrrolidin-2-yl]formamido}propanamido]-3-(thiophen-3-yl)propanamido]-5,5-dimethylhexanoic acid OC1=CC=C(C=C1)C[C@@H](C(=O)N[C@H](C(=O)N[C@H](C(=O)O)CCC(C)(C)C)CC1=CSC=C1)NC(=O)[C@H]1NCCC1